BrC=1C=C(CN2N=C3C(=C2C2=C(C=CC=C2)F)CNC3)C=CC1OC 2-(3-bromo-4-methoxybenzyl)-3-(2-fluorophenyl)-2,4,5,6-tetrahydropyrrolo[3,4-c]pyrazole